4-methoxy-3-methylthiophene-2-carboxylic acid COC=1C(=C(SC1)C(=O)O)C